C1=C(C=CC2=CC=CC=C12)CCCCCCCCCC#[SiH] 1-(2-naphthyl)-10-silanetriyl-decane